(2-fluoro-4-nitro-phenyl)methan-amine FC1=C(C=CC(=C1)[N+](=O)[O-])CN